4,5-bis(heptadecyl)imidazolinium C(CCCCCCCCCCCCCCCC)C1N=C[NH2+]C1CCCCCCCCCCCCCCCCC